tert-butyl 3-(4-((4-fluorobenzo[d]thiazol-5-yl) amino) thieno[2,3-b]pyridin-2-yl)-2,2-dimethyl-2,5-dihydro-1H-pyrrole-1-carboxylate FC1=C(C=CC2=C1N=CS2)NC2=C1C(=NC=C2)SC(=C1)C=1C(N(CC1)C(=O)OC(C)(C)C)(C)C